C(N)(=O)C=1C=C(CNC(=O)C=2C=CC3=C(N(C(=N3)C3=CC(=CC(=C3)Cl)Cl)C3CC(CC3)C(NC)=O)C2)C=CC1 N-(3-carbamoylbenzyl)-2-(3,5-dichlorophenyl)-1-(3-(methylcarbamoyl)cyclopentyl)-1H-benzo[d]imidazole-6-carboxamide